N-(3-(7-chloro-4-oxoimidazo[1,2-a]quinoxalin-5(4H)-yl)phenyl)methanesulfonamide ClC=1C=C2N(C(C=3N(C2=CC1)C=CN3)=O)C=3C=C(C=CC3)NS(=O)(=O)C